ClC1=C(C2=C(NC(OC23CN(CC(C3)(C)C)C(=O)OC(C)(C)C)=O)C=C1)F tert-Butyl 6-chloro-5-fluoro-5',5'-dimethyl-2-oxo-1,2-dihydrospiro[benzo[d][1,3]oxazine-4,3'-piperidine]-1'-carboxylate